N'-[(1R,2S)-2-hydroxycyclohexyl]urea O[C@@H]1[C@@H](CCCC1)NC(N)=O